O1C=CN=NC=C1 [1,4,5]-oxadiazepin